3',4',5'-trifluoro-[1,1'-biphenyl]-2-formamide FC=1C=C(C=C(C1F)F)C=1C(=CC=CC1)C(=O)N